1-((S)-(2-((S)-amino(4,4-difluorocyclohexyl)methyl)imidazo[1,2-b]pyridazin-7-yl)(5,5-difluoro-2-oxotetrahydropyrimidin-1(2H)-yl)methyl)cyclobutane-1-carbonitrile hydrochloride Cl.N[C@H](C=1N=C2N(N=CC(=C2)[C@@H](C2(CCC2)C#N)N2C(NCC(C2)(F)F)=O)C1)C1CCC(CC1)(F)F